quercetin-nicotinamide O1C(=C(O)C(=O)C=2C(O)=C(C(O)=CC12)C1=CC=NC=C1C(=O)N)C1=CC(O)=C(O)C=C1